C(C(O)C)(=O)SC[C@H](NC(CC[C@H](N)C(=O)O)=O)C(=O)NCC(=O)O S-Lactoylglutathione